C(=O)OCC 2-ethyl formate